C1(=CC=CC=C1)C=1OC(=NN1)C1=C(C=CC=C1)C 2-phenyl-5-o-tolyl-1,3,4-oxadiazole